(3R)-3-amino-5-[(4-chlorophenyl)methyl]-7-[5-[(1-cyclopropyl-4-piperidyl)amino]-1,3,4-oxadiazol-2-yl]-8-fluoro-1,1-dioxo-2,3-dihydro-1λ6,5-benzothiazepin-4-one N[C@H]1CS(C2=C(N(C1=O)CC1=CC=C(C=C1)Cl)C=C(C(=C2)F)C=2OC(=NN2)NC2CCN(CC2)C2CC2)(=O)=O